Cl.COCC[C@H](N)C(=O)OCC1=CC(=NC(=C1)Cl)Cl (2,6-Dichloropyridin-4-yl)methyl O-methyl-L-homoserinate hydrochloride